2-(4-aminophenyl)propan-2-ol NC1=CC=C(C=C1)C(C)(C)O